(2S,3R,6R)-3-(((5-chloropyridin-2-yl)amino)methyl)-2,6-dimethylmorpholine-4-carboxylate ClC=1C=CC(=NC1)NC[C@H]1N(C[C@H](O[C@H]1C)C)C(=O)[O-]